FC=1C(=CC2=C(C=NCN2C=2C(=NC=CC2C)C(C)C)N1)C1=C(C=CC=C1O)F 6-fluoro-7-(2-fluoro-6-hydroxyphenyl)-1-(2-isopropyl-4-methylpyridin-3-yl)pyrido[2,3]pyrimidine